2-propyl-pentan-1-ol C(CC)C(CO)CCC